C(CC)C1(C(O[Te]CC1)(CCCCC)CCCCC)CCC dipropyl-dipentyl-telluroxane